ClC=1C=CC=2N(C1CC(=O)O)C(NN2)=O 2-(6-chloro-3-oxo-2,3-dihydro-[1,2,4]triazolo[4,3-a]pyridin-5-yl)acetic acid